CS(=O)(=O)OCCCN1[C@H]2[C@H]([C@H](C[C@@H]1CC2)C2=CC=C(C=C2)I)C(=O)OC (1R,2S,3S,5S)-methyl N-(3-methylsulfonyloxypropyl)-3-(4-iodophenyl)-8-azabicyclo[3.2.1]Octane-2-carboxylate